3-bromo-1-(4-ethoxyphenyl)-1H-1,2,4-triazole BrC1=NN(C=N1)C1=CC=C(C=C1)OCC